(R)-8-(2-(3-(ethoxymethyl)-1-(2-(6-methylpyridin-3-yl) propan-2-yl) pyrrolidin-3-yl) ethyl)-7H-purinecitrate C(C)OCC1(CN(CC1)C(C)(C)C=1C=NC(=CC1)C)CCC1=NC2=NC(=NC=C2N1)C([C@@](CC(=O)[O-])(O)C(=O)[O-])C(=O)[O-]